5-(3-(3-(oxetan-3-yl)-2-oxoimidazolin-1-yl)piperidin-1-yl)pyrazine-2-carboxamide sodium [Na].O1CC(C1)N1C(N(CC1)C1CN(CCC1)C=1N=CC(=NC1)C(=O)N)=O